p-anisyl ether C(C1=CC=C(C=C1)OC)OCC1=CC=C(C=C1)OC